4-amino-N-ethyl-7-fluoro-1-methyl-N-((3S)-6-(trifluoromethyl)-2,3-dihydro-1-benzofuran-3-yl)-1H-pyrazolo[4,3-c]quinoline-8-carboxamide NC1=NC=2C=C(C(=CC2C2=C1C=NN2C)C(=O)N([C@@H]2COC1=C2C=CC(=C1)C(F)(F)F)CC)F